(4-((1R,5S)-3,8-diazabicyclo[3.2.1]octan-3-yl)-2-fluorophenyl)-2-methylimidazo[1,2-a]pyrazine-6-carboxamide hydrochloride Cl.[C@H]12CN(C[C@H](CC1)N2)C2=CC(=C(C=C2)C2=C(N=C1N2C=C(N=C1)C(=O)N)C)F